(tert-butyl 1-(4-(benzyloxy)-6-(4-cyano-3-fluorophenyl) pyridin-2-yl) piperidin-4-yl) carbamate C(N)(OC1CC(N(CC1)C1=NC(=CC(=C1)OCC1=CC=CC=C1)C1=CC(=C(C=C1)C#N)F)C(C)(C)C)=O